C(C1CO1)OCCCCC(C(=O)N)=C 4-glycidoxybutylacrylamide